5-[3-(3,5-dimethylphenylamino)-2-hydroxypropyl]-1,3,4-oxadiazol-2(3H)-one CC=1C=C(C=C(C1)C)NCC(CC1=NNC(O1)=O)O